NC1=C2C(=C3C(=N1)C=C(N3)C(=O)N([C@@H](COC)C)CC3=NC=C(C=C3F)C(F)(F)F)COC2 (R)-5-amino-N-((3-fluoro-5-(trifluoromethyl)pyridin-2-yl)methyl)-N-(1-methoxypropan-2-yl)-6,8-dihydro-1H-furo[3,4-d]pyrrolo[3,2-b]pyridine-2-carboxamide